FC(OC1=CC=C(C=C1)NC=1C=C(C=CC1)N(C(=O)C12CC(C1)(C2)F)CC21CCC(CC2)(CC1)C1=NC=C(C=C1)C(F)(F)F)F N-(3-((4-(difluoromethoxy)phenyl)amino)phenyl)-3-fluoro-N-((4-(5-(trifluoromethyl)pyridin-2-yl)bicyclo[2.2.2]octan-1-yl)methyl)bicyclo[1.1.1]pentane-1-carboxamide